BrC1=C(C(=C(C(=C1F)F)Br)F)Br 1,2,4-tribromo-3,5,6-trifluorobenzene